N-(2-cyclohexyl-1-hydroxypropan-2-yl)-3-methyl-3H-imidazo[4,5-b]pyridine C1(CCCCC1)C(CO)(C)N1CN(C2=NC=CC=C21)C